(S)-N-(3-(4-aminopyrrolo[2,1-f][1,2,4]triazin-7-yl)phenyl)-3-phenylisoxazolidine NC1=NC=NN2C1=CC=C2C=2C=C(C=CC2)N2OCC[C@H]2C2=CC=CC=C2